NC=1N=C(C2=C(N1)C=CN(C2=O)CC2=CC=C(C=C2)CN2CC(CC2)F)NCCCC 2-amino-4-(butylamino)-6-(4-((3-fluoropyrrolidin-1-yl)methyl)benzyl)pyrido[4,3-d]pyrimidin-5(6H)-one